tert-butyl 6-(2-(tert-butylamino)-2-oxoacetyl)-8-((4-fluoro-3-methylphenyl)carbamoyl)-3,4-dihydropyrrolo[1,2-a]pyrazine-2(1H)-carboxylate C(C)(C)(C)NC(C(=O)C1=CC(=C2N1CCN(C2)C(=O)OC(C)(C)C)C(NC2=CC(=C(C=C2)F)C)=O)=O